N-t-butyl-α-phenyl-nitrone C(C)(C)(C)[N+](=CC1=CC=CC=C1)[O-]